C(C)(=O)C1=C(C2=C(N=C(N=C2)N(C2=CC=C(C=N2)N2CCN(CC2)CC(=O)OC(C)(C)C)C)N(C1=O)C1CCCC1)C tert-butyl 2-(4-(6-((6-acetyl-8-cyclopentyl-5-methyl-7-oxo-7,8-dihydropyrido[2,3-d]pyrimidin-2-yl)(methyl)amino)pyridin-3-yl)piperazin-1-yl)acetate